ruthenium potassium europium dioxide [O-2].[O-2].[Eu+3].[K+].[Ru+3]